C(C1=CC=CC=C1)OC1=NC=CC=C1C(CC(C(F)(F)F)=O)=O 1-(2-(benzyloxy)pyridin-3-yl)-4,4,4-trifluorobutane-1,3-dione